O=C1NC(CCC1N1C(C2=CC=C(C=C2C1=O)OCCO)=O)=O (2,6-dioxopiperidin-3-yl)-5-(2-hydroxyethoxy)isoindoline-1,3-dione